methyl 8-bromo-1-tosyl-2,3-dihydro-1H-benzo[b]azepine-4-carboxylate BrC=1C=CC2=C(N(CCC(=C2)C(=O)OC)S(=O)(=O)C2=CC=C(C)C=C2)C1